N1(CCOCC1)CCS(=O)(=O)O 2-(N-morpholinyl)ethanSulfonic acid